C1(=CC(=CC=C1)C(C)(C)N)C(C)(C)N 2,2'-(1,3-phenylene)bis(propane-2-amine)